10-[4-(1-naphthyl)phenyl]anthracene-9-boronic acid C1(=CC=CC2=CC=CC=C12)C1=CC=C(C=C1)C1=C2C=CC=CC2=C(C2=CC=CC=C12)B(O)O